1-(1-methylpiperidin-4-yl)-4-((4-((3-(3-oxo-1,4-oxazepan-4-yl)propyl)amino)-5-(trifluoromethyl)pyrimidin-2-yl)amino)-1H-pyrazole-3-carbonitrile CN1CCC(CC1)N1N=C(C(=C1)NC1=NC=C(C(=N1)NCCCN1C(COCCC1)=O)C(F)(F)F)C#N